ClCCCCP(C12CC3CC(CC(C1)C3)C2)C23CC1CC(CC(C2)C1)C3 chloro[di(1-adamantyl)-n-butylphosphine]